1-(5-((4-(2-chloro-3-fluorophenyl)piperidin-1-yl)methyl)-1-oxoisoindolin-2-yl)dihydropyrimidine-2,4(1H,3H)-dione ClC1=C(C=CC=C1F)C1CCN(CC1)CC=1C=C2CN(C(C2=CC1)=O)N1C(NC(CC1)=O)=O